C1(CCCCC1)OC1=CC=C(C=N1)N1C(C2(C3=C1N=C(N=C3)C=O)CC2)=O 7'-(6-(cyclohexyloxy)pyridin-3-yl)-6'-oxo-6',7'-dihydrospiro[cyclopropane-1,5'-pyrrolo[2,3-d]pyrimidine]-2'-carbaldehyde